7-(4-(5-(5-(Benzyloxy)-4-methoxy-2-nitrophenyl)-2H-tetrazol-2-yl)phenethyl)-5,6,7,8-tetrahydroimidazo[1,5-a]pyrazine C(C1=CC=CC=C1)OC=1C(=CC(=C(C1)C=1N=NN(N1)C1=CC=C(CCN2CC=3N(CC2)C=NC3)C=C1)[N+](=O)[O-])OC